NC1=C(C2=C(S1)C=CC(=C2C=2C1=C(C=3C=NC(=NC3C2F)N2[C@@H]3CN([C@H](C2)C3)C)COC1)F)C#N 2-Amino-5-fluoro-4-(5-fluoro-3-((1S,4S)-5-methyl-2,5-diazabicyclo[2.2.1]heptan-2-yl)-7,9-dihydrofuro[3,4-f]quinazolin-6-yl)benzo[b]thiophene-3-carbonitrile